(2R)-2-(6-{5-chloro-2-[(oxetan-3-yl)amino]pyrimidin-4-yl}-1-oxo-2,3-dihydro-1H-isoindol-2-yl)-N-[(1S)-1-(3-fluoro-5-methoxyphenyl)-2-hydroxyethyl]propanamide ClC=1C(=NC(=NC1)NC1COC1)C1=CC=C2CN(C(C2=C1)=O)[C@@H](C(=O)N[C@H](CO)C1=CC(=CC(=C1)OC)F)C